FC(C1=CC=C(C=C1)C=1N=C(C=2N(C1)C=CN2)CN)(F)F (6-(4-(trifluoromethyl)phenyl)imidazo[1,2-a]pyrazin-8-yl)methanamine